CC1=CC=CC(=N1)C1=C(N=CN1)C=1C=C2C=C(C=NC2=CC1)NCCN1C[C@H](CC1)C(=O)O (S)-1-(2-((6-(5-(6-methylpyridin-2-yl)-1H-imidazol-4-yl)quinolin-3-yl)amino)ethyl)pyrrolidine-3-carboxylic acid